COC(C(CC(C)C)NC(CCC(=O)O)=O)=O 4-[(1-methoxy-4-methyl-1-oxopentan-2-yl)amino]-4-oxobutanoic acid